N1C(NCC=2C1=NC=NC2)=O 3,4-dihydropyrimido[4,5-d]pyrimidin-2-one